C(C=CC)C1=CC=C(C=C1)O p-crotyl-phenol